4-chloro-2-[4-(3,3-difluoropyrrolidin-1-yl)sulfonylphenyl]-5-[[(3R)-tetrahydropyran-3-yl]methylamino]pyridazin-3-one ClC=1C(N(N=CC1NC[C@@H]1COCCC1)C1=CC=C(C=C1)S(=O)(=O)N1CC(CC1)(F)F)=O